(R)-4-ethyl-2-[2-Methyl-5-(4,4,5,5-tetramethyl-1,3,2-dioxaborolan-2-yl)benzyl]-3,4-dihydro-2H-benzo[b][1,4,5]oxathiazepine 1,1-dioxide C(C)[C@@H]1CN(S(C2=C(O1)C=CC=C2)(=O)=O)CC2=C(C=CC(=C2)B2OC(C(O2)(C)C)(C)C)C